C(C)(=O)N(C=1SC(=C(N1)C(=O)NC1CCC1)C)C1=CC(=NC(=C1)F)F 2-[acetyl-(2,6-difluoro-4-pyridyl)amino]-N-cyclobutyl-5-methyl-thiazole-4-carboxamide